(3R,7S)-2-(3,4-dichlorobenzoyl)-9-(1-(4-(2-hydroxypropan-2-yl)phenyl)ethyl)-3-methyl-10-oxo-1,2,3,4,7,8,9,10-octahydropyrido[4',3':3,4]pyrazolo[1,5-a]pyrazine-7-carboxylic acid ClC=1C=C(C(=O)N2CC=3C(=NN4C3C(N(C[C@H]4C(=O)O)C(C)C4=CC=C(C=C4)C(C)(C)O)=O)C[C@H]2C)C=CC1Cl